C(=O)(OCC1C2=CC=CC=C2C2=CC=CC=C12)N[C@@H](C)C(=O)O Fmoc-L-alanine